C(C)C(COC)CCCC methyl (2-ethylhexyl) ether